3-((1S,2R)-3-(tert-butoxy)-1-cyclopropyl-2-fluoro-2-methyl-3-oxopropyl)benzoic acid C(C)(C)(C)OC([C@]([C@@H](C1CC1)C=1C=C(C(=O)O)C=CC1)(C)F)=O